C(#N)C(CNC=1C(=CC=C2C=CC(=CC12)C1=CC=CC(=N1)C(=O)NC1CCC(CC1)N(C)C)OC(F)F)=C 6-{8-[(2-cyano-2-methylideneethyl)amino]-7-(difluoromethoxy)naphthalen-2-yl}-N-[(1s,4s)-4-(dimethylamino)cyclohexyl]pyridine-2-carboxamide